[1,1'-Biphenyl]-3-carboxylic acid methyl ester COC(=O)C=1C=C(C=CC1)C1=CC=CC=C1